C(C)(C)(C)C=1C=C(C=CC1)NCC(O)C1=NNC(N1)=O 3-[2-(3-tert-Butylphenylamino)-1-hydroxyethyl]-1H-1,2,4-triazol-5(4H)-one